[1-(trimethylsilyl)]-propyne C[Si](C#CC)(C)C